C(C)(C)(C)OC(N(C1(C(=NN(C1=O)C)C)CCO)O)=O hydroxy-N-[4-(2-hydroxyethyl)-1,3-dimethyl-5-oxo-4,5-dihydro-1H-pyrazol-4-yl]carbamic acid tert-butyl ester